FC(OC=1C=C(C=CC1)N1CC(CC1=O)C(=O)NCC1=C(C(=CC=C1)F)F)F 1-[3-(difluoromethoxy)phenyl]-N-[(2,3-difluorophenyl)methyl]-5-oxopyrrolidine-3-carboxamide